manganese-cerium-iron [Fe].[Ce].[Mn]